CC1CC=2C(C3=CC=C(C=C3C(C2CC1)=O)C)=O 2,6-dimethyl-1,2,3,4-tetrahydro-9,10-anthraquinone